C(C)(C)[Si](OCC1=CC=C(C=C1)CO)(C(C)C)C(C)C (4-(((triisopropylsilyl)oxy)methyl)phenyl)methanol